(1-(tert-butoxycarbonyl)azetidin-3-yl)zinc(II) iodide [I-].C(C)(C)(C)OC(=O)N1CC(C1)[Zn+]